(3S)-N-((2R)-1-(((1R)-1-(4-chloro-2-fluorophenyl)ethyl)amino)-1-oxo-2-propyl)-1-((3-cyano-1-azetidinyl)sulfonyl)-N-methyl-3-piperidinecarboxamide ClC1=CC(=C(C=C1)[C@@H](C)NC([C@@H](C)N(C(=O)[C@@H]1CN(CCC1)S(=O)(=O)N1CC(C1)C#N)C)=O)F